C(C1=CC=CC=C1)N([C@@H]([C@@H](CC)B1OC(C(O1)(C)C)(C)C)C=1C=C(C=CC1)OC([O-])=O)CC1=CC=CC=C1 (3-((1S,2R)-1-(dibenzylamino)-2-(4,4,5,5-tetramethyl-1,3,2-dioxaborolan-2-yl)butyl)phenyl)carbonate